FC=1C=C(C=CC1C(F)(F)F)[Mg]Br (3-Fluoro-4-(trifluoromethyl)phenyl)magnesium bromide